N-trinitrovaleryl-2,4,6-triaminotoluene [N+](=O)([O-])C(CCCC(=O)NC1=C(C)C(=CC(=C1)N)N)([N+](=O)[O-])[N+](=O)[O-]